C1=C(C=CC2=CC(=CC=C12)S(=O)(=O)Cl)S(=O)(=O)Cl 2,6-naphthalenedisulfonyl chloride